N-ethyl-4-fluoro-5-((6-(1-((1S,3s)-3-((R)-3-fluoropiperidin-1-yl)cyclobutyl)-2-oxospiro[indolin-3,4'-piperidin]-6-yl)-3-isopropyl-3H-imidazo[4,5-c]pyridin-4-yl)amino)-2-methylbenzamide C(C)NC(C1=C(C=C(C(=C1)NC1=NC(=CC2=C1N(C=N2)C(C)C)C2=CC=C1C(=C2)N(C(C12CCNCC2)=O)C2CC(C2)N2C[C@H](CCC2)F)F)C)=O